[Si](C1=CC=CC=C1)(C1=CC=CC=C1)(C(C)(C)C)OCCC(CC(=O)OCC1=CC=CC=C1)C benzyl 5-((tert-butyldiphenylsilyl)oxy)-3-methylpentanoate